13h-indeno[2',3':3,4]naphtho-[1,2-b]pyran C1=C2C(OC=C1)C=1C=CC=CC1C1=C2CC2=CC=CC=C21